3-[(6-cyano-5-methoxypyridin-3-yl)amino]-2-hydroxy-2-methyl-3-oxo-propionic acid C(#N)C1=C(C=C(C=N1)NC(C(C(=O)O)(C)O)=O)OC